FC=1C=CC=2C3=C(NC(C2C1)=O)COC[C@@H]3NC |r| racemic-8-fluoro-1-(methylamino)-1,5-dihydro-2H-pyrano[3,4-c]isoquinolin-6(4H)-one